N1(N=NC=C1)C[C@@H]1C[C@H](CN1C#N)NC(=O)C=1OC(=CN1)C1=CC(=CC=C1)C(F)(F)F N-((3R,5S)-5-((1H-1,2,3-triazol-1-yl)methyl)-1-cyanopyrrolidin-3-yl)-5-(3-(trifluoromethyl)phenyl)oxazole-2-carboxamide